FC=1C=C(C=CC1F)C=1C=C2C(=NC1)C(=NN2CC(CC)=O)F 1-[6-(3,4-difluorophenyl)-3-fluoro-pyrazolo[4,3-b]pyridin-1-yl]butan-2-one